8-(5-chloro-2-fluorophenyl)-N2-(4-morpholinylphenyl)quinazoline-2,4-diamine ClC=1C=CC(=C(C1)C=1C=CC=C2C(=NC(=NC12)NC1=CC=C(C=C1)N1CCOCC1)N)F